4H-pyrrolo[2,3-d]thiazole-5-carboxamide S1C=NC2=C1C=C(N2)C(=O)N